N-(6-(2-morpholinylethoxy)-1-phenyl-1H-pyrazolo[3,4-d]pyrimidin-4-yl)-5-nitrothiophene-2-carboxamide N1(CCOCC1)CCOC1=NC(=C2C(=N1)N(N=C2)C2=CC=CC=C2)NC(=O)C=2SC(=CC2)[N+](=O)[O-]